3-(1-benzylpiperidin-4-yl)-N-{1-[4-(trifluoromethoxy)phenyl]piperidin-4-yl}propanamide C(C1=CC=CC=C1)N1CCC(CC1)CCC(=O)NC1CCN(CC1)C1=CC=C(C=C1)OC(F)(F)F